2-chloro-4-[[(3,4-dimethylpyrimidino[4',5':4,5]thieno[2,3-c]pyridazin-8-yl)amino]methyl]-N-(2-methoxyethyl)benzamide ClC1=C(C(=O)NCCOC)C=CC(=C1)CNC1=NC=NC2=C1SC=1N=NC(=C(C12)C)C